2-((R)-7-((S)-1-aminoethyl)-5-fluoro-2-methyl-2,3-dihydrobenzofuran-2-yl)acetonitrile N[C@@H](C)C1=CC(=CC=2C[C@](OC21)(C)CC#N)F